3,6-difluoro-9,10-dihydroindeno[1,2-a]indene FC1=CC=C2CC3=C(C2=C1)C=1C=C(C=CC1C3)F